C[SiH](OC)C=C methyl-vinyl-methoxysilane